C(C1=CC=CC=C1)N1N=CC(=C1)C=1C(=CC(N(C1)C)=O)N1C[C@@H](CC1)CNC(C)=O (S)-N-{1-[5-(1-Benzyl-1H-pyrazol-4-yl)-1-methyl-2-oxo-1,2-dihydro-pyridin-4-yl]-pyrrolidin-3-ylmethyl}-acetamide